6-(2-isopropylpyridin-3-yl)-1-(4-(5-methyl-3-(trifluoromethyl)-1H-pyrazol-1-yl)benzyl)-1H-pyrazolo[3,4-d]pyrimidine C(C)(C)C1=NC=CC=C1C1=NC=C2C(=N1)N(N=C2)CC2=CC=C(C=C2)N2N=C(C=C2C)C(F)(F)F